BrC=1C=C(C(=NC1)OC(F)F)N 5-bromo-2-(difluoromethoxy)pyridin-3-amine